5-(3-(2-(Difluoromethyl)-4-fluorobenzyl)-2-oxopyrrolidin-1-yl)-3-(pyridazin-4-yl)-1-((2-(trimethylsilyl)ethoxy)methyl)-1H-pyrazole-4-carbaldehyde FC(C1=C(CC2C(N(CC2)C2=C(C(=NN2COCC[Si](C)(C)C)C2=CN=NC=C2)C=O)=O)C=CC(=C1)F)F